C1OC2=CC=C(CCl)C=C2O1 4-methylenedioxybenzyl chloride